[1,2,3]triazolo[1,5-a]azepin-7-amine 2,2,2-trifluoroacetate FC(C(=O)O)(F)F.N1N=CC=2N1C=C(C=CC2)N